methyl (1R,2S,5S)-3-((S)-2-(1-acetylazetidine-3-carboxamido)-3,3-dimethylbutanoyl)-6,6-dimethyl-3-azabicyclo[3.1.0]hexane-2-carboxylate C(C)(=O)N1CC(C1)C(=O)N[C@H](C(=O)N1[C@@H]([C@H]2C([C@H]2C1)(C)C)C(=O)OC)C(C)(C)C